CN1C(C2=C(C(=C1)C=1C=NN(C1)C(C)C1=CC=CC=C1)CCC2)=O 2-methyl-4-(1-(1-phenylethyl)-1H-pyrazol-4-yl)-2,5,6,7-tetrahydro-1H-cyclopenta[c]pyridin-1-one